ClC1=C(C=C(C(=C1)C1=C(C(=NO1)C(F)(F)F)C1=CC=C(C=C1)F)O)O 4-chloro-6-(4-(4-fluorophenyl)-3-(trifluoromethyl)isoxazol-5-yl)benzene-1,3-diol